C(C)N1N=C(C(=C1)C=1C=C(C=C2C(\C(\COC12)=C\C=1C=CC(=C(OCC(=O)OC)C1)F)=O)CN1C(=NC=C1)C)C(F)(F)F Methyl (E)-2-(5-((8-(1-ethyl-3-(trifluoromethyl)-1H-pyrazol-4-yl)-6-((2-methyl-1H-imidazol-1-yl)methyl)-4-oxochroman-3-ylidene)methyl)-2-fluorophenoxy)acetate